3-[5-chloro-1-methylpyrrolo[2,3-c]pyridin-2-yl]-2-methoxypyridine ClC=1C=C2C(=CN1)N(C(=C2)C=2C(=NC=CC2)OC)C